NC1=C(C2=C(S1)CSC2)C(=O)NC2=CC=C(C=C2)Cl 2-amino-N-(4-chlorophenyl)-4,6-dihydrothieno[3,4-b]thiophene-3-carboxamide